2,5-diphenylfuran C1(=CC=CC=C1)C=1OC(=CC1)C1=CC=CC=C1